3-(2,2-difluoroethoxy)-N-(4-(2,5-difluorophenyl)-2-(1,1-dioxotetrahydro-2H-thiopyran-4-yl)pyridin-3-yl)isoxazole-5-carboxamide FC(COC1=NOC(=C1)C(=O)NC=1C(=NC=CC1C1=C(C=CC(=C1)F)F)C1CCS(CC1)(=O)=O)F